8-bromo-2'-deoxyguanosine BrC=1N([C@H]2C[C@H](O)[C@@H](CO)O2)C=2N=C(NC(C2N1)=O)N